ethyl 2-[3-[3-amino-6-(2-hydroxyphenyl)pyridazin-4-yl]-3,8-diazabicyclo[3.2.1]octan-8-yl]pyrimidine-5-carboxylate NC=1N=NC(=CC1N1CC2CCC(C1)N2C2=NC=C(C=N2)C(=O)OCC)C2=C(C=CC=C2)O